9-(methyl(7H-pyrrolo[2,3-d]pyrimidin-4-yl)amino)-N-(thiazol-2-yl)-3-azaspiro[5.5]undecane-3-carboxamide CN(C1CCC2(CCN(CC2)C(=O)NC=2SC=CN2)CC1)C=1C2=C(N=CN1)NC=C2